2-(2-(2-(2-chloroacetylamino)ethoxy)acetamido)-6,15-dioxo-8,11-dioxa-5,14-diazonianonadecanedioic acid ClCC(=O)NCCOCC(=O)NC(C(=O)O)CC[NH2+]C(COCCOCC[NH2+]C(CCCC(=O)O)=O)=O